2-[(1Z)-5-Fluoro-1-({4-[(6-fluoro-5-methylpyridin-3-yl)oxy]phenyl}-methylidene)-2-methyl-1H-inden-3-yl]acetic acid FC=1C=C2C(=C(/C(/C2=CC1)=C/C1=CC=C(C=C1)OC=1C=NC(=C(C1)C)F)C)CC(=O)O